C(C)C=1C(=C(C=CC1)C=1CCCC2=C(C1C1=CC=C(C=C1)CC1CN(C1)CCCF)C=CC(=C2)C(=O)O)C(F)(F)F 8-(3-ethyl-2-(trifluoromethyl)phenyl)-9-(4-((1-(3-fluoropropyl)azetidin-3-yl)methyl)phenyl)-6,7-dihydro-5H-benzo[7]annulene-3-carboxylic acid